C1C(CC(CC1C#N)C#N)C#N (1α,3α,5α)-1,3,5-cyclohexanetricarbonitrile